N-(2-((2-chloropyridin-3-yl)(methyl)amino)quinolin-6-yl)-3-hydroxy-4-methoxypicolinamide ClC1=NC=CC=C1N(C1=NC2=CC=C(C=C2C=C1)NC(C1=NC=CC(=C1O)OC)=O)C